1-(3,5-dichlorophenyl)-3-(3-fluorophenyl)urea ClC=1C=C(C=C(C1)Cl)NC(=O)NC1=CC(=CC=C1)F